(1-(5-((methylsulfonyl)methyl)pyridin-2-yl)-1H-pyrazol-4-yl)-3H-imidazo[4,5-b]pyridine CS(=O)(=O)CC=1C=CC(=NC1)N1N=CC(=C1)C1=NC=2C(=NC=CC2)N1